5-chloro-1'-[2-({7-oxo-8-[3-(hydroxymethyl)cyclobutyl]-5,6,7,8-tetrahydro-1,8-naphthyridin-3-yl}oxy)ethyl]-1,2-dihydrospiro[indole-3,4'-piperidin]-2-one ClC=1C=C2C(=CC1)NC(C21CCN(CC1)CCOC=1C=NC=2N(C(CCC2C1)=O)C1CC(C1)CO)=O